2-azidoethyl-α-D-mannose N(=[N+]=[N-])CC[C@@]1(O)[C@@H](O)[C@@H](O)[C@H](O)[C@H](O1)CO